CC(C(=O)OCCCCCCCC)CC OCTYL 2-METHYLBUTYRATE